6-chlorobenzo[4,5]thieno[3,2-c]pyridazin-3-ol ClC1=CC=CC2=C1SC1=C2N=NC(=C1)O